Dithiobis(succinimidyl propionate) C1CC(=O)N(C1=O)OC(=O)CCSSCCC(=O)ON2C(=O)CCC2=O